CC1=CC=C(C=C1)[I+]C1=CC=C(C=C1)CC(C)C 4-methylphenyl-[4-(2-methylpropyl)phenyl]-iodonium